[NH+]12C=CC(CC1)C2 azonianorbornene